BrC1=CC(=C(C=C1)OCCOC)OCCOC 4-bromo-1,2-bis[(2-methoxyethyl)oxy]benzene